C(C)(C)(C)C1=CC=C(C=C1)OS(=O)(=O)C=1C(C)=CC=CC1 (4-(tert-butyl) phenyl)-2-toluenesulfonate